BrC1=C(C=NC=C1C)C 4-bromo-3,5-dimethylpyridine